P(OC1=CC=C(C=C1)C(C)(C)C1=CC=C(C=C1)OP([O-])[O-])([O-])[O-] propane-2,2-diylbis(4,1-phenylene) bis(phosphite)